ClC1=NC=CC(=C1)/C=C/C(=O)OC1C(C=CC=C1)(C1SCCCS1)Cl (E)-2-chloro-2-(1,3-dithian-2-yl)phenyl 3-(2-chloropyridin-4-yl)acrylate